FC(C1=NN=C(S1)C1=NC=C2N1C=C(C=C2N2C[C@@H](N([C@H](C2)C)C(=O)OC(C)(C)C)C)S(NC2(COC2)C)(=O)=O)F tert-butyl (2S,6S)-4-(3-(5-(difluoromethyl)-1,3,4-thiadiazol-2-yl)-6-(N-(3-methyloxetan-3-yl)sulfamoyl)imidazo[1,5-a]pyridin-8-yl)-2,6-dimethylpiperazine-1-carboxylate